5-(4-Fluorophenyl)-2-(methylsulfinyl)-thiazole-4-carboxamide FC1=CC=C(C=C1)C1=C(N=C(S1)S(=O)C)C(=O)N